C(C)(=O)[C@@]1([C@@]([C@@](C(O)(O[C@@H]1CO)C(C)=O)(N(N=[N+]=[N-])C(C)=O)C(C)=O)(O)C(C)=O)O tetraacetyl-N-azido-acetylmannosamine